Dimethyl 2''-((4-(((tert-butyldimethylsilyl)oxy)methyl)-2,6-dimethoxy-benzamido)methyl)-[1,1':4',1'':4'',1'''-quaterphenyl]-4,4'''-dicarboxylate [Si](C)(C)(C(C)(C)C)OCC1=CC(=C(C(=O)NCC2=C(C=CC(=C2)C2=CC=C(C=C2)C(=O)OC)C2=CC=C(C=C2)C2=CC=C(C=C2)C(=O)OC)C(=C1)OC)OC